N-[trans-(7RS,9RS)-3-cyclopropyl-5-(2-methylpropylsulfamoyl)-9-[(2-phenylcyclopropyl)carbamoylamino]-8,9-dihydro-7H-cyclopenta[h]isoquinolin-7-yl]pyridine-3-carboxamide C1(CC1)C=1N=CC2=C3C(=CC(=C2C1)S(NCC(C)C)(=O)=O)[C@@H](C[C@H]3NC(N[C@H]3[C@@H](C3)C3=CC=CC=C3)=O)NC(=O)C=3C=NC=CC3 |&1:21,23|